FC(C)(F)C1=NC(=CC(=N1)NC1=CC(=NC=C1C1=NN(C=N1)CCOC)CC(=O)N)C (4-((2-(1,1-difluoroethyl)-6-methylpyrimidin-4-yl)amino)-5-(1-(2-methoxyethyl)-1H-1,2,4-triazol-3-yl)pyridin-2-yl)acetamide